tristyryl-phenol phosphate P(=O)(O)(O)OC1=C(C(=C(C=C1)C=CC1=CC=CC=C1)C=CC1=CC=CC=C1)C=CC1=CC=CC=C1